hexadecyldimethylbenzylammonium tris(m-chloro-p-methylphenyl)butylborate ClC=1C=C(C=CC1C)C(CCCOB([O-])[O-])(C1=CC(=C(C=C1)C)Cl)C1=CC(=C(C=C1)C)Cl.C(CCCCCCCCCCCCCCC)[N+](CC1=CC=CC=C1)(C)C.C(CCCCCCCCCCCCCCC)[N+](C)(C)CC1=CC=CC=C1